3-(8-amino-2-(2-fluoro-6-((6-oxo-hexahydropyrrolo[1,2-a]pyrazin-2(1H)-yl)methyl)benzyl)-5-(pyrimidin-4-yl)-[1,2,4]triazolo[1,5-a]pyrazin-6-yl)benzonitrile NC=1C=2N(C(=C(N1)C=1C=C(C#N)C=CC1)C1=NC=NC=C1)N=C(N2)CC2=C(C=CC=C2CN2CC1N(CC2)C(CC1)=O)F